NC1=C2N=C(N(C2=NC=N1)CCCS(=O)(=O)N)SC1=CC2=C(CCO2)C=C1I 3-[6-Amino-8-(5-iodo-2,3-dihydro-benzofuran-6-ylsulfanyl)-purin-9-yl]-propane-1-sulfonic acid amide